N-[2-naphth-1-yl-ethyl]-cyclobutyl-carboxamide C1(=CC=CC2=CC=CC=C12)CCNC(=O)C1CCC1